O(C1=CC=CC=C1)C1=CC=C(C=C1)C1CN(C1)C(=O)N1C[C@@H]2[C@H](OCC(N2)=O)CC1 (-)-trans-6-[3-(4-Phenoxyphenyl)azetidine-1-carbonyl]-4,4a,5,7,8,8a-hexahydropyrido[4,3-b][1,4]oxazin-3-one